The molecule is an androstane sulfate that is 5alpha-androstan-3alpha,17beta-diol in which the hydroxy hydrogen at position 17 has been replaced by a sulfo group. It is an androstane sulfate and a 3alpha-hydroxy steroid. It is a conjugate acid of a (3alpha,5alpha,17beta)-3-hydroxyandrostan-17-yl sulfate(1-). C[C@]12CC[C@H](C[C@@H]1CC[C@@H]3[C@@H]2CC[C@]4([C@H]3CC[C@@H]4OS(=O)(=O)O)C)O